3-methyl-1-(4-vinylbenzyl)-3H-benzoimidazol-1-ium bisulfate S([O-])(O)(=O)=O.CN1C=[N+](C2=C1C=CC=C2)CC2=CC=C(C=C2)C=C